C1(CC1)C1=NC(=CC(=C1)C(=O)O)OCC1OC=CCC1 2-cyclopropyl-6-(oxacyclohexen-4-ylmethoxy)pyridine-4-carboxylic acid